tert-butyl (S)-21-((2S,4R)-4-hydroxy-2-((4-(4-methylthiazol-5-yl)benzyl)carbamoyl)pyrrolidine-1-carbonyl)-22,22-dimethyl-19-oxo-4,7,10,13,16-pentaoxa-20-azatricosanoate O[C@@H]1C[C@H](N(C1)C(=O)[C@@H](NC(CCOCCOCCOCCOCCOCCC(=O)OC(C)(C)C)=O)C(C)(C)C)C(NCC1=CC=C(C=C1)C1=C(N=CS1)C)=O